((2,4-difluorophenyl)amino)-4-((2-methoxy-3-(1-methyl-1H-1,2,4-triazol-3-yl)phenyl)amino)-N-(methyl-d3)pyrimidine-5-carboxamide FC1=C(C=CC(=C1)F)NC1=NC=C(C(=N1)NC1=C(C(=CC=C1)C1=NN(C=N1)C)OC)C(=O)NC([2H])([2H])[2H]